C(C)(C)C1=C(NC2=CC=C(C=C12)C1CCC(CC1)NCC(F)(F)F)C=1C=C(C=2N(C1)N=CN2)OC 4-(3-Isopropyl-2-(8-methoxy-[1,2,4]triazolo[1,5-a]pyridin-6-yl)-1H-indol-5-yl)-N-(2,2,2-trifluoroethyl)cyclohexan-1-amin